ClC=1C=C(C=CC1)C=1C(=C(C2=CC=CC=C2C1)C1=CC=CC=C1)C#N 3-(3-chlorophenyl)-1-phenyl-2-naphthalenecarbonitrile